CC1CC2(CCC3=C(N=C(N=C3)SC)O2)C2=CC=CC=C12 3-methyl-2'-(methylthio)-2,3,5',6'-tetrahydrospiro[indene-1,7'-pyrano[2,3-d]pyrimidin]